BrC=1C2=C(N(C(CC1C=O)=O)CC1=CC(=C(C=C1)C)F)C=CC=C2 5-bromo-1-(3-fluoro-4-methylbenzyl)-2-oxo-2,3-dihydro-1H-benzo[b]azepine-4-carbaldehyde